CN1N=C2C(=CC(=CC2=C1)C1=CC2=C(C=N1)N=C(S2)OC2CC(NC(C2)(C)C)(C)C)C#N 2-Methyl-5-{2-[(2,2,6,6-tetramethylpiperidin-4-yl)oxy][1,3]thiazolo[4,5-c]pyridin-6-yl}-2H-indazol-7-carbonitril